(7-((4-(allylamino)-3-(trifluoromethyl)-1H-pyrrolo[2,3-b]pyridin-6-yl)amino)-2,3-dihydrobenzo-furan-4-yl)(4-morpholinopiperidin-1-yl)methanone C(C=C)NC1=C2C(=NC(=C1)NC1=CC=C(C=3CCOC31)C(=O)N3CCC(CC3)N3CCOCC3)NC=C2C(F)(F)F